[Cl-].C1C=CC2=C(C=1)[I+]C1C=CC=CC2=1 Diphenyleneiodonium chloride